2-(1-acetylazetidin-3-yl)-4-amino-6-chloroisoindoline-1,3-dione C(C)(=O)N1CC(C1)N1C(C2=CC(=CC(=C2C1=O)N)Cl)=O